1,2,4-triazole-3-formamide N1N=C(N=C1)C(=O)N